Methyl 3,5,5'-trichloro-4'-(difluoromethyl)-[2,2'-bipyridine]-6-carboxylate ClC=1C(=NC(=C(C1)Cl)C(=O)OC)C1=NC=C(C(=C1)C(F)F)Cl